C(C)OC(C(=CC=CC=C(C(OCC)OCC)C)C)OCC 1,1,8,8-tetraethoxy-2,7-dimethyl-2,4,6-octatriene